C(C1=CC=CC=C1)OC(=O)N[C@@H](C(=O)OC)CNC(=O)C1=CC2=NC=C(C(=C2S1)C)F methyl (R)-2-(((benzyloxy)carbonyl)amino)-3-(6-fluoro-7-methylthieno[3,2-b]pyridine-2-carboxamido)propanoate